IC1=C2C(=NC(=C1)O)NC=C2 4-iodo-1H-pyrrolo[2,3-b]Pyridin-6-ol